N1C(=NC=C1)C(=O)OCCCN1N=C(C=2C(NCC3(CCOCC3)CC21)=O)CC 3-(3-ethyl-4-oxo-spiro[6,8-dihydro-5H-pyrazolo[4,3-c]azepine-7,4'-tetrahydropyran]-1-yl)propyl 1H-imidazole-2-carboxylate